(S)-2,4-difluoro-N-(2-methoxy-5-(4-(2-methylpiperazin-1-yl)quinazoline-6-yl)pyridin-3-yl)benzenesulfonamide FC1=C(C=CC(=C1)F)S(=O)(=O)NC=1C(=NC=C(C1)C=1C=C2C(=NC=NC2=CC1)N1[C@H](CNCC1)C)OC